ClC1=C(C=CC=C1C1=C(C(=CC=C1)NC1=NC=CC=2C1=NC=CN2)C)C2=CC(=C(C(=C2)OC)C=O)F 2'-chloro-3-fluoro-5-methoxy-2''-methyl-3''-(pyrido[3,4-b]pyrazin-5-ylamino)-[1,1':3',1''-terphenyl]-4-carbaldehyde